cobalt (II) bis(ethylcyclopentadiene) C(C)C1=CC=CC1.C(C)C1=CC=CC1.[Co+2]